1-cycloheptyl-1H-pyrazol-4-amine C1(CCCCCC1)N1N=CC(=C1)N